NCC1=CC=C(C=C1)S(=O)(=O)NC1=C(C(=O)NC=2SC=C(N2)C2=CC=CC=C2)C=CC(=C1)C(F)(F)F 2-((4-(aminomethyl)phenyl)sulfonamido)-N-(4-phenylthiazol-2-yl)-4-(trifluoromethyl)benzamide